OC1=C(C(=CC(=C1)OCCC)OC)C(\C=C\C1=CC=C(C=C1)OC)=O (E)-1-(2-Hydroxy-6-methoxy-4-propoxyphenyl)-3-(4-methoxyphenyl)prop-2-en-1-one